CC1=NN2C(=NC=CC2=N1)C1=CC=C(C=C1)S(N)(=O)=O 2-methyl-5-(4-sulfamoylphenyl)-[1,2,4]triazolo[1,5-c]pyrimidin